(6R,7aS)-1-(aminomethyl)-6-(2,3-dichloro-6-methoxyphenyl)-tetrahydro-1H-pyrrolo[1,2-c][1,3]oxazol-3-one NCC1[C@H]2N(C(O1)=O)C[C@H](C2)C2=C(C(=CC=C2OC)Cl)Cl